tricontanedioic acid C(CCCCCCCCCCCCCCCCCCCCCCCCCCCCC(=O)O)(=O)O